N1C(NCC=C1)=O 3,4-DIHYDRO-1H-PYRIMIDIN-2-ONE